C(CCC)C1OC2(CC1N)CCC(CC2)C(C)(C)C n-butyl-8-(1,1-dimethylethyl)-1-oxaspiro[4.5]decan-3-amine